ethyl 2-(5-chloro-7H-pyrrolo[2,3-b]pyridin-7-yl)-2-methylpropanoate ClC=1C=C2C(N(C1)C(C(=O)OCC)(C)C)=NC=C2